(2Z)-3-(2-bromo-6-fluoro-phenyl)-2-hydrazono-3-oxo-propionic acid methyl ester COC(\C(\C(=O)C1=C(C=CC=C1F)Br)=N/N)=O